OCC1=C(C(=O)N)C=CC=C1 (hydroxymethyl)benzamide